FC1=C(C=CC(=C1)F)[C@H](CCO)O (S)-1-(2,4-difluorophenyl)propane-1,3-diol